NC=1C=CC(=NC1C)C=1N=NN(C1CNC(OCC1=CC=CC=C1)=O)C benzyl ((4-(5-amino-6-methylpyridin-2-yl)-1-methyl-1H-1,2,3-triazol-5-yl)methyl)carbamate